3-fluoro-4-(piperidin-4-ylmethoxy)phenyl-2H-benzo[d][1,3]oxathiole-3-oxide FC=1C=C(C=CC1OCC1CCNCC1)C1OC2=C(S1=O)C=CC=C2